N-(3-chloro-4-methoxyphenyl)prop-2-ynamide ClC=1C=C(C=CC1OC)NC(C#C)=O